C(C)(C)(C)C1=CC=C(C=C1)C1=NN=C(N1C1=CC=C(C=C1)CC)C1=CC=C(C=C1)C1=CC=CC=C1 3-(4-tert-Butylphenyl)-4-(4-ethylphenyl)-5-(4-biphenylyl)-1,2,4-triazole